5-chloro-2-[[6-chloro-3-(1,4-dioxaspiro[4.5]decan-8-yl)-4-quinolyl]amino]benzoic acid ClC=1C=CC(=C(C(=O)O)C1)NC1=C(C=NC2=CC=C(C=C12)Cl)C1CCC2(OCCO2)CC1